(E)-2-cyano-3-cyclopropyl-prop-2-enoic acid C(#N)/C(/C(=O)O)=C\C1CC1